2-Methyl-propane-1-sulfonic acid {2-[6-amino-8-(5-iodo-2,3-dihydro-benzofuran-6-ylsulfanyl)-purin-9-yl]-ethyl}-amide NC1=C2N=C(N(C2=NC=N1)CCNS(=O)(=O)CC(C)C)SC1=CC2=C(CCO2)C=C1I